CC=1C=C2N(N=CC(=C2C(C)C)C(=O)OCC)C1 ethyl 6-methyl-4-(propan-2-yl)pyrrolo[1,2-b]pyridazine-3-carboxylate